C(C)(C)C1=CC=C(S1)C1=C(CCC(C1)(C)C)CN1CCN(CC1)C1=CC=C(C(=O)N)C=C1 4-(4-((2-(5-isopropylthiophen-2-yl)-4,4-dimethylcyclohex-1-en-1-yl)methyl)piperazin-1-yl)benzamide